C(C)(C)(C)OC(=O)N1CCC(=CC1)C=1N=NC(=C(C1)C)NCC1=C(C=C(C=C1)OC)OC 4-(6-{[(2,4-dimethoxy-phenyl)-methyl]amino}-5-methylpyridazin-3-yl)-1,2,3,6-tetrahydropyridine-1-carboxylic acid tert-butyl ester